C(#N)C1=NC2=CC(=CC(=C2N=C1N1CC(C(C1)C)(F)F)[C@@H](C)NC1=C(C(=O)O)C=CC=C1)C 2-(((1R)-1-(2-cyano-3-(3,3-difluoro-4-methylpyrrolidin-1-yl)-7-methylquinoxalin-5-yl)ethyl)amino)benzoic acid